C(C1=CC=CC=C1)OC(NC1CCC2=CC(=C3C=C(N=CC3=C21)C2CC2)S(NCC(C)C)(=O)=O)=O.C2(=CC=C(C=C2)[SiH2]Cl)C p-tolyl-monochlorosilane benzyl-N-[3-cyclopropyl-5-(2-methylpropylsulfamoyl)-8,9-dihydro-7H-cyclopenta[h]isoquinolin-9-yl]carbamate